OCC(CCCCO)O 1,2,6-trihydroxyhexane